[[4-methoxy-2-[[[(3S,7R,8R,9S)-9-methyl-8-(2-methyl-1-oxopropoxy)-2,6-dioxo-7-(phenylmethyl)-1,5-dioxonan-3-yl]amino]carbonyl]-3-pyridinyl]oxy]methyl 2-methylpropan-oate CC(C(=O)OCOC=1C(=NC=CC1OC)C(=O)N[C@@H]1C(O[C@H]([C@@H]([C@H](C(OC1)=O)CC1=CC=CC=C1)OC(C(C)C)=O)C)=O)C